1,1'-(3,3'-dipropyl[1,1'-biphenyl]-4,4'-diyl)bis{4-hydroxy-3-[(E)-diazenyl]naphthalene-1-sulfonic acid} C(CC)C=1C=C(C=CC1C1(CC(=C(C2=CC=CC=C12)O)\N=N\[H])S(=O)(=O)O)C1=CC(=C(C=C1)C1(CC(=C(C2=CC=CC=C12)O)\N=N\[H])S(=O)(=O)O)CCC